tert-butyl 3-(4,4-difluoroazepan-1-yl)-5-methyl-6-(1-methyl-1H-pyrazol-4-yl)pyridazine-4-carboxylate FC1(CCN(CCC1)C=1N=NC(=C(C1C(=O)OC(C)(C)C)C)C=1C=NN(C1)C)F